1-(1,3-dihydro-2-benzofuran-5-yl)propan-1-one C1OCC2=C1C=CC(=C2)C(CC)=O